C(CCC)C=1C(=NC=CC1NC(CC1=CC=C2C=NNC2=C1)=O)C(=O)N Butyl-4-[[2-(1H-indazol-6-yl)acetyl]amino]pyridine-2-carboxamide